COC(NC1CN(CCC1C)CC1=CC=CC=C1)=O racemic-(1-benzyl-4-methylpiperidin-3-yl)carbamic acid methyl ester